C(C)C1CCCOC=2N(N=CC2C=2C(N(C=C(C(NC3=NC4=CC=C(C=C4N3C1)N1CCN(CC1)C)=O)C2)C)=O)C 11-ethyl-5,26-dimethyl-16-(4-methylpiperazin-1-yl)-7-oxa-4,5,13,20,22,26-hexaazapentacyclo[22.3.1.0^{2,6}.0^{13,21}.0^{14,19}]octacosa-1(28),2(6),3,14,16,18,20,24-octaene-23,27-dione